2-(3,4-dihydroxyphenyl)-5,7-dihydroxy-3-[(2S,3R,4S,5S)-3,4,5-trihydroxyoxan-2-yl]oxychromen-4-one OC=1C=C(C=CC1O)C=1OC2=CC(=CC(=C2C(C1O[C@@H]1OC[C@@H]([C@@H]([C@H]1O)O)O)=O)O)O